2-((1-methyl-3-(trifluoromethyl)-1H-pyrazol-5-yl)oxy)-1-(3-(trifluoromethoxy)phenyl)ethan-1-one-O-ethyloxime C(C)ON=C(COC1=CC(=NN1C)C(F)(F)F)C1=CC(=CC=C1)OC(F)(F)F